2-(6-methylpyridin-2-yl)-3-(3-nitro-1-(tetrahydro-2H-pyran-2-yl)-1H-indol-5-yl)imidazo-[1,2-a]pyrimidine CC1=CC=CC(=N1)C=1N=C2N(C=CC=N2)C1C=1C=C2C(=CN(C2=CC1)C1OCCCC1)[N+](=O)[O-]